C(C)OC(CCC(=O)C1=NC2=C(C=CC=C2C(=C1O)C#N)CCC=1C=C(C=CC1)C)=O 4-[4-Cyano-3-hydroxy-8-(2-m-tolyl-ethyl)-quinolin-2-yl]-4-oxo-butyric acid ethyl ester